C1(CCCC1)NCC1=C(N=C(S1)C1=CC(=CC=C1)C1=NOC(=C1)[C@]1(C(N(CC1)C)=O)O)C(=O)N (R)-5-((Cyclopentylamino)methyl)-2-(3-(5-(3-hydroxy-1-methyl-2-oxopyrrolidin-3-yl)isoxazol-3-yl)phenyl)thiazole-4-carboxamide